N-((1S,2S)-2-((tert-butyldimethylsilyl)oxy)cyclohexyl)-5-chloro-2-fluoroaniline [Si](C)(C)(C(C)(C)C)O[C@@H]1[C@H](CCCC1)NC1=C(C=CC(=C1)Cl)F